2,5-bis(t-butylperoxy)-2,5-dimethyl-hexyne C(C)(C)(C)OOC(C)(C#CC(C)(C)OOC(C)(C)C)C